4-amino-6-(imidazo[1,2-a]pyridin-3-ylethynyl)-N-(4-(methoxymethyl)phenyl)-7-(1-methylcyclopropyl)-7H-pyrrolo[2,3-d]pyrimidine-5-carboxamide NC=1C2=C(N=CN1)N(C(=C2C(=O)NC2=CC=C(C=C2)COC)C#CC2=CN=C1N2C=CC=C1)C1(CC1)C